1-{3-[3-(4-chlorophenyl)propoxy]propyl}piperidine ClC1=CC=C(C=C1)CCCOCCCN1CCCCC1